ClC1=C(C(=O)N[C@@H]2CN(C[C@@H]2F)C(=O)C2CCC(CC2)(F)F)C=CC(=C1)F 2-chloro-N-[(3R,4S)-1-(4,4-difluorocyclohexanecarbonyl)-4-fluoropyrrolidin-3-yl]-4-fluorobenzamide